COC=1C=C(CN(C=2SC=C(N2)COCC2CCOCC2)CC2=CC(=CC=C2)OC)C=CC1 N,N-bis(3-methoxybenzyl)-4-(((tetrahydro-2H-pyran-4-yl)methoxy)methyl)thiazol-2-amine